methyl 6-formyl-4-[(4-methoxyphenyl)methyl]-5-oxo-pyrazine-2-carboxylate C(=O)C=1C(N(C=C(N1)C(=O)OC)CC1=CC=C(C=C1)OC)=O